NC=1C2=C(N=CN1)N(C=CC2=O)C(C)C=2C(=C(C(=C(C2)Cl)C#N)C=2C=CC(=NC2)C(=O)N(C)C)OCC 5-{3-[1-(4-amino-5-oxopyrido[2,3-d]pyrimidin-8(5H)-yl)ethyl]-5-chloro-6-cyano-2-ethoxyphenyl}-N,N-dimethylpyridine-2-carboxamide